C(CCCCCCCCCCCCCCCCCCCC=CCC=CCCC)(=O)O Octacosa-21,24-dienoic acid